N1=C(N=CC=C1)C1=NC2=NC=CC=C2C=C1 2-(pyrimidin-2-yl)-1,8-naphthyridine